Cl.CN1N=CC(=C1C1=CC=C(C=C1)[C@H](C)N)C (1S)-1-[4-(2,4-dimethylpyrazol-3-yl)phenyl]ethanamine hydrochloride